9-benzyl-8-(2-chloro-4-((1-methylazepan-4-yl)oxy)phenyl)-6-(1-methylcyclopropoxy)-9H-purine C(C1=CC=CC=C1)N1C2=NC=NC(=C2N=C1C1=C(C=C(C=C1)OC1CCN(CCC1)C)Cl)OC1(CC1)C